C(C)(C)(C)OC(=O)NC1CCN(CC1)S(=O)(=O)C=1C=C(C=CC1)C1CCN(CC1)CC1CCN(CC1)C(=O)OCC1=CC=CC=C1 benzyl 4-((4-(3-((4-((tert-butoxycarbonyl)amino)piperidin-1-yl)-sulfonyl)phenyl)piperidin-1-yl)methyl)piperidine-1-carboxylate